2-amino-5,5-dimethyl-4,6,7,8,9,9a-hexahydro-3aH-benzo[f]isoindole-1,3-dione NN1C(C2CC3=C(CC2C1=O)CCCC3(C)C)=O